7-((1R,5S,6s)-3-azabicyclo[3.1.0]hexan-6-ylethynyl)-N-(5-chloro-2-fluorophenyl)-6-nitroquinazolin-4-amine [C@@H]12CNC[C@H]2C1C#CC1=C(C=C2C(=NC=NC2=C1)NC1=C(C=CC(=C1)Cl)F)[N+](=O)[O-]